(R)-ethyl-oxirane C(C)[C@H]1OC1